propanoate Sodium [Na+].C(CC)(=O)[O-]